3,3-bis(4-methoxyphenyl)-10,12-dibromo-13,13-dimethyl-3H,13H-indeno[2',3':3,4]naphtho[1,2-b]pyran COC1=CC=C(C=C1)C1(C=CC2=C(O1)C=1C=CC=CC1C1=C2C(C2=C(C=C(C=C21)Br)Br)(C)C)C2=CC=C(C=C2)OC